1-methyl-9,10-bis[2-carboxy(3,6-methano-4-methyl-4-cyclohexenyl)]carbonyloxyanthracene CC1=CC=CC2=C(C3=CC=CC=C3C(=C12)OC(=O)C1C(C2C(=CC1C2)C)C(=O)O)OC(=O)C2C(C1C(=CC2C1)C)C(=O)O